2-(2-methylphenyl)-2,3-naphthyridin-1-one CC1=C(C=CC=C1)N1C(C2=CC=CC=C2C=N1)=O